(S)-2-((S)-4,4-difluoro-3-(6-oxo-1,6-dihydropyridin-3-yl)piperidin-1-yl)-N-((R)-5-(3,5-difluorophenyl)-5,6,7,8-tetrahydroimidazo[1,2-a]pyridin-2-yl)propanamide FC1([C@H](CN(CC1)[C@H](C(=O)NC=1N=C2N([C@H](CCC2)C2=CC(=CC(=C2)F)F)C1)C)C1=CNC(C=C1)=O)F